C(C)OC(=O)C(\C(=C\C)\C)C(=O)OCC.C[Si](OCC#C)(C)C trimethyl-(2-propynyloxy)silane diethyl-(E)-2-methylbut-2-enedicarboxylate